NC1=NC=2C=NC(=CC2C2=C1COC2)C(=O)N(C)[C@@H]2COC=1C2=NC=C(C1)Br 4-amino-N-((3S)-6-bromo-2,3-dihydrofuro[3,2-b]pyridin-3-yl)-N-methyl-1,3-dihydrofuro[3,4-c][1,7]naphthyridine-8-carboxamide